(R)-2-amino-N,4-dimethylvaleramide HCl Cl.N[C@@H](C(=O)NC)CC(C)C